Cl.ClC=1C(=C(C=CC1)[C@H](C)N)F (S)-1-(3-chloro-2-fluorophenyl)ethylamine hydrochloride